4-(7-Methoxyimidazo[1,2-a]pyridin-3-yl)-3-methylaniline COC1=CC=2N(C=C1)C(=CN2)C2=C(C=C(N)C=C2)C